N-(5-chloro-2-fluoro-4-(trifluoromethyl)phenyl)-1-fluoro-6,7,8,9-tetrahydro-5H-5,8-epiminocyclohepta[c]pyridine-10-carboxamide ClC=1C(=CC(=C(C1)NC(=O)N1C2CCC1CC=1C(=NC=CC12)F)F)C(F)(F)F